C(C)(C)(C)OC(=O)NC12CC(C1)(C2)[C@@H](C)N2C(=C(C1=CC=CC=C21)C(=O)OC)C methyl (R)-1-(1-(3-((tert-butoxycarbonyl)amino)bicyclo[1.1.1]pentan-1-yl)ethyl)-2-methyl-1H-indole-3-carboxylate